2-(difluoromethoxy)-4-[6-[1,1-dimethyl-2-[2-(methylamino)-2-oxo-ethoxy]ethyl]pyrazolo[1,5-a]pyridin-3-yl]-N-[(1R,2S)-2-fluorocyclopropyl]-6-methoxybenzamide FC(OC1=C(C(=O)N[C@H]2[C@H](C2)F)C(=CC(=C1)C=1C=NN2C1C=CC(=C2)C(COCC(=O)NC)(C)C)OC)F